(R)-ethyl 4-methylbenzenesulfonate CC1=CC=C(C=C1)S(=O)(=O)OCC